F[C@@H]1C[C@@]2(CCCN2C1)CO ((2R,7aS)-2-fluorohexahydro-1H-pyrrolizine-7a-yl)methanol